2-(6-((R)-3-((tert-butoxycarbonyl)(cyclobutylmethyl)amino)piperidin-1-yl)pyridazin-3-yl)propanoic acid C(C)(C)(C)OC(=O)N([C@H]1CN(CCC1)C1=CC=C(N=N1)C(C(=O)O)C)CC1CCC1